4-cyclopropyl-2-hydroxy-3-((1R,2S,5S)-3-(isobutyryl-L-valyl)-6,6-dimethyl-3-azabicyclo[3.1.0]hexane-2-carboxamido)butanoic acid C1(CC1)CC(C(C(=O)O)O)NC(=O)[C@@H]1[C@H]2C([C@H]2CN1C([C@@H](NC(C(C)C)=O)C(C)C)=O)(C)C